CC(C(=O)C1=CC=C(C=C1)N1CCOCC1)C 2-methyl-1-(4-morpholinophenyl)-propan-1-one